Ethyl 5-chloro-1-(3-(difluoromethoxy)-5-((R*)-3,3,3-trifluoro-2-methylpropyl)pyridin-2-yl)-2-ethyl-1H-imidazole-4-carboxylate ClC1=C(N=C(N1C1=NC=C(C=C1OC(F)F)C[C@H](C(F)(F)F)C)CC)C(=O)OCC |o1:17|